N-(4-(3-benzyl-3-azabicyclo[3.2.1]octan-8-yl)phenyl)-5-fluoroisoindoline-2-carboxamide C(C1=CC=CC=C1)N1CC2CCC(C1)C2C2=CC=C(C=C2)NC(=O)N2CC1=CC=C(C=C1C2)F